6',7'-dihydrospiro[piperidine-4,9'-pyrrolo[2,3-c][2,7]naphthyridin]-8'(3'H)-one C1=CNC=2N=CC=3CNC(C4(C3C21)CCNCC4)=O